1-(2-chloro-6-fluorobenzyl)-3-methyl-N-(3-(4-methylpiperazin-1-yl)benzyl)-2-oxo-1,2,3,4-tetrahydroquinazoline-7-carboxamide ClC1=C(CN2C(N(CC3=CC=C(C=C23)C(=O)NCC2=CC(=CC=C2)N2CCN(CC2)C)C)=O)C(=CC=C1)F